([2-(3,4-epoxycyclohexyl)ethyl]dimethylsilyloxy)silane C1(CC2C(CC1)O2)CC[Si](O[SiH3])(C)C